tert-butyl N-[(3R)-1-[6-(aminomethyl)-3-pyridyl]-3-piperidyl]-N-(cyclobutylmethyl)carbamate NCC1=CC=C(C=N1)N1C[C@@H](CCC1)N(C(OC(C)(C)C)=O)CC1CCC1